C1(CCCC1)C1=CC(=NN1)NC1=CC(=NC=2N1N=C(C2)C)C N-(5-cyclopentyl-1H-pyrazol-3-yl)-2,5-dimethylpyrazolo[1,5-a]pyrimidin-7-amine